C1=CC=C(C=C1)OCC[C@@H](C(=O)O)N O-phenyl-L-homoserine